C(C)(C)(C)C1CC2=CC3=CC(=CC=C3N=C2CC1)Cl 2-(tert-butyl)-7-chloro-1,2,3,4-tetrahydroacridine